C(C)(C)(C)OC(N(C1=CC(=C(C=C1)NCCCl)Br)CC1=CC=CC=C1)=O benzyl-(3-bromo-4-(2-chloroethylamino)phenyl)carbamic acid tert-butyl ester